2-(6-{[(1r,3s,5s)-1,5-dimethyl-8-azabicyclo[3.2.1]oct-3-yl]oxy}pyridazin-3-yl)-5-(2H-1,2,3-triazol-2-yl)pyridin-3-ol C[C@]12CC(C[C@](CC1)(N2)C)OC2=CC=C(N=N2)C2=NC=C(C=C2O)N2N=CC=N2